benzotriazol-1-oxytri(dimethylamino)phosphonium hexafluorophosphate F[P-](F)(F)(F)(F)F.N1(N=NC2=C1C=CC=C2)O[P+](N(C)C)(N(C)C)N(C)C